6-((1-methyl-3-oxo-2-((2-oxo-3-((2-(trimethylsilyl) ethoxy) methyl)-2,3-dihydrobenzo[d]oxazol-6-yl) methyl) isoindolin-5-yl) oxy)-2-azaspiro[3.3]heptane-2-carboxylate CC1N(C(C2=CC(=CC=C12)OC1CC2(CN(C2)C(=O)[O-])C1)=O)CC1=CC2=C(N(C(O2)=O)COCC[Si](C)(C)C)C=C1